COC1=CC=2C=3C=C4C(=C(C3N(C2C=C1)CC=1C=NN(C1)C)C)C=CN=C4 9-methoxy-5-methyl-6-((1-methyl-1H-pyrazol-4-yl)methyl)-6H-pyrido[4,3-b]carbazol